4-(7-methylamino-imidazo[1,2-a]pyrimidin-2-yl)-benzoic acid methyl ester COC(C1=CC=C(C=C1)C=1N=C2N(C=CC(=N2)NC)C1)=O